4-[fluoro(dimethyl)silyl]butyronitrile F[Si](CCCC#N)(C)C